N1(C=NC=C1)CC1=CC=C(C=C1)CN1C=NC=C1 1,4-di((1H-imidazole-1-yl)methyl)benzene